hex-5-ynoic acid C(CCCC#C)(=O)O